2,2-difluoro-2-(4-isopropoxy-3-methylphenyl)acetic acid FC(C(=O)O)(C1=CC(=C(C=C1)OC(C)C)C)F